1-Bromonon-4-ene BrCCCC=CCCCC